5,13,17-trimethylheptatriacontane CC(CCCC)CCCCCCCC(CCCC(CCCCCCCCCCCCCCCCCCCC)C)C